(R)-METHYL 4-((6-CHLORO-1-(DIMETHOXYMETHYL)-1,2,3,4-TETRAHYDRONAPHTHALEN-1-YL)METHOXY)-2-FLUORO-5-NITROBENZOATE ClC=1C=C2CCC[C@](C2=CC1)(C(OC)OC)COC1=CC(=C(C(=O)OC)C=C1[N+](=O)[O-])F